2-dodecenyl-succinic anhydride C(=CCCCCCCCCCC)C1C(=O)OC(C1)=O